COC(=O)C1=NC(=CC=C1Cl)Cl 3,6-dichloropyridine-2-carboxylic acid methyl ester